methyl 2-methoxy-4-(6-(4-pentamidothiophen-2-yl) pyrazin-2-yl)benzoate COC1=C(C(=O)OC)C=CC(=C1)C1=NC(=CN=C1)C=1SC=C(C1)NC(CCCC)=O